5-[[(1S)-1-(7-bromo-6-chloro-2-oxo-1H-quinolin-3-yl)ethyl]amino]-1-methyl-6-oxo-pyridine-2-carbonitrile BrC1=C(C=C2C=C(C(NC2=C1)=O)[C@H](C)NC1=CC=C(N(C1=O)C)C#N)Cl